methyl-tris-(t-butylperoxy)silane C[Si](OOC(C)(C)C)(OOC(C)(C)C)OOC(C)(C)C